4-(3,6-dichloropyridazin-4-yl)-3-(hydroxymethyl)piperazine-1-carboxylic acid tert-butyl ester C(C)(C)(C)OC(=O)N1CC(N(CC1)C1=C(N=NC(=C1)Cl)Cl)CO